NC1CCC(CC1)NC1=C(C(N(N=C1)C)=O)C(F)(F)F (((1s,4s)-4-aminocyclohexyl)amino)-2-methyl-4-(trifluoromethyl)pyridazin-3(2H)-one